tri-aminomethylcyclohexane NC(N)(N)C1CCCCC1